penten-1,5-diol C(=CCCCO)O